(5-chloro-1-methyl-1H-indol-2-yl)(4-isonicotinoylpiperidin-1-yl)methanone ClC=1C=C2C=C(N(C2=CC1)C)C(=O)N1CCC(CC1)C(C1=CC=NC=C1)=O